FC(C1=NN(C=C1)C=1C=C(C=CC1)C=O)(F)F (3-(3-(trifluoromethyl)-1H-pyrazol-1-yl)phenyl)methanone